C(C)C1=NC(=CC=C1)CC 2,6-Diethylpyridine